[Si](C)(C)(C(C)(C)C)OCC1=NC=C(C=C1)OC 2-(((tert-butyldimethylsilyl)oxy)methyl)-5-methoxypyridine